6-(cyanomethoxy)benzofuran-3-carboxylic acid methyl ester COC(=O)C1=COC2=C1C=CC(=C2)OCC#N